C(C)(C)(C)OC(=O)N[C@@H](CC(=O)OCC)C=1C=C(C=C(C1F)C)C1=C(C=CC=C1C(F)(F)F)OC (S)-ethyl 3-(tert-butoxycarbonylamino)-3-(4-fluoro-2'-methoxy-5-methyl-6'-(trifluoromethyl)biphenyl-3-yl)propanoate